7-(2,2-Difluoroethyl)-3-oxa-7-azabicyclo[3.3.1]nonan-9-yl(8-amino-7-fluoro-6-(8-methyl-2,3-dihydro-1H-pyrido[2,3-b][1,4]oxazin-7-yl)isoquinolin-3-yl)carbamate FC(CN1CC2COCC(C1)C2N(C([O-])=O)C=2N=CC1=C(C(=C(C=C1C2)C2=C(C1=C(OCCN1)N=C2)C)F)N)F